7-[(3,3-difluoropyrrolidin-1-yl)methyl]-2-(1H-pyrazol-4-yl)-12-oxa-13-thia-6-azatricyclo[6.4.1.04,13]trideca-1,4(13),7-trien-5-one FC1(CN(CC1)CC=1NC(C=2CC(=C3OCCCC1S32)C=3C=NNC3)=O)F